1,4-bis-(4-dodecanoylaminophenyl-1-cyanovinyl)benzene C(CCCCCCCCCCC)(=O)NC1=CC=C(C=C1)C=C(C#N)C1=CC=C(C=C1)C(=CC1=CC=C(C=C1)NC(CCCCCCCCCCC)=O)C#N